5-bromo-3-methyl-1,3-benzothiazol-2-one BrC=1C=CC2=C(N(C(S2)=O)C)C1